[6-(3-cyclopropyl-1,2,4-triazol-1-yl)-2-azaspiro[3.3]heptan-2-yl]-[6-[[3-(2,2,2-trifluoroethyl)-1,2,4-oxadiazol-5-yl]methyl]-2,6-diazaspiro[3.3]heptan-2-yl]methanone C1(CC1)C1=NN(C=N1)C1CC2(CN(C2)C(=O)N2CC3(C2)CN(C3)CC3=NC(=NO3)CC(F)(F)F)C1